(4,4-difluorocyclohexyl)methylamine hydrochloride Cl.FC1(CCC(CC1)CN)F